ClCCC(=O)N1CCOCC1 3-chloropropionylmorpholine